Cl.C(OC1CCC(CC1)N)([2H])([2H])[2H] (1r,4r)-4-(methoxy-d3)cyclohexan-1-amine hydrochloride